C(C)(=O)O[C@@H]1[C@@H]([C@H]([C@@H](OCC=C)O[C@@H]1C)O[Si](C)(C)C(C)(C)C)O O-Allyl 4-O-acetyl-2-O-t-butyldimethylsilyl-α-D-fucopyranoside